CCCCCCCCCCCC/C=C(\\C)/C(=O)SCCNC(=O)CCNC(=O)[C@@H](C(C)(C)COP(=O)(O)OP(=O)(O)OC[C@@H]1[C@H]([C@H]([C@@H](O1)N2C=NC3=C(N=CN=C32)N)O)OP(=O)(O)O)O The molecule is a 2-methylpentadecenoyl-CoA in which the double bond is located at position 2 (geochemistry not specified). It is a 2-methylpentadecenoyl-CoA, an alk-2-enoyl-CoA and a monounsaturated fatty acyl-CoA.